Methyl 2-fluoro-6-(4-(1-(isobutylamino)-2-methyl-1-oxopropan-2-yl)piperazin-1-yl)benzoate FC1=C(C(=O)OC)C(=CC=C1)N1CCN(CC1)C(C(=O)NCC(C)C)(C)C